FC=1C(=C(C=CC1)NC1=C(NC2=C1C(NCC2)=O)C2=C(C=NC=C2)OC[C@@H]2N(CCC2)C(\C=C\CN2CCOCC2)=O)OC 3-[(3-fluoro-2-methoxyphenyl)amino]-2-(3-{[(2R)-1-[(2E)-4-(morpholin-4-yl)but-2-enoyl]pyrrolidin-2-yl]methoxy}pyridin-4-yl)-1H,5H,6H,7H-pyrrolo[3,2-c]pyridin-4-one